ethyl 6-carbonyl-1,6-dihydropyrimidine-4-carboxylate C(=O)=C1C=C(N=CN1)C(=O)OCC